2-(4-isopropyl-5-(8-methoxy-[1,2,4]triazolo[1,5-a]pyridin-6-yl)-1H-pyrazol-3-yl)-4-methyl-5-(piperidin-4-yl)thiazole C(C)(C)C=1C(=NNC1C=1C=C(C=2N(C1)N=CN2)OC)C=2SC(=C(N2)C)C2CCNCC2